F[C@@H]1CN(C[C@@H]1O)C1(N(C(C2=CC=CC(=C12)C(F)(F)F)=O)C1=CC(=CC=C1)[C@@H](CC1=NN=CN1C)C)C cis-3-fluoro-4-hydroxypyrrolidin-1-yl(methyl)-2-(3-((R)-1-(4-methyl-4H-1,2,4-triazol-3-yl)propan-2-yl)phenyl)-4-(trifluoromethyl)isoindolin-1-one